C1(CCC1)N1C(=NC2=C1C=CC=C2)C=2C(=C(C(=C(C2)OC)O)O)C 4-(1-cyclobutyl-1H-benzo[d]imidazol-2-yl)-6-methoxy-3-methylbenzene-1,2-diol